N-(4-(3-amino-7-bromo-1H-indazol-5-yl)pyridin-2-yl)cyclopentanecarboxamide NC1=NNC2=C(C=C(C=C12)C1=CC(=NC=C1)NC(=O)C1CCCC1)Br